C1(=CC=CC=C1)C1=NC=CC(=C1)C1=CC=C(C=C1)C=C 2-phenyl-4-(4-vinyl-phenyl)pyridine